tert-butyl (1-(4-(N-hydroxycarbamimidoyl)thiophen-2-yl)-2-(methylamino)-2-oxoethyl)carbamate ONC(=N)C=1C=C(SC1)C(C(=O)NC)NC(OC(C)(C)C)=O